FC1=C(C=CC(=C1I)F)NS(=O)(=O)C1=CC(=C(C=C1)F)F N-(2,4-difluoro-3-iodophenyl)-3,4-difluorobenzenesulfonamide